ethyl 3-(2-(2-amino-8-methoxyquinazolin-4-yl)hydrazinyl)-3-oxopropanoate NC1=NC2=C(C=CC=C2C(=N1)NNC(CC(=O)OCC)=O)OC